O=C1NC(CCC1C1=C(C=C(C=C1F)N1CC(C1)NC(OC12CC(C1)(C2)C(N(C)C2=C(C=C(C=C2)C)C)=O)=O)F)=O 3-((2,4-dimethylphenyl)(methyl)carbamoyl)bicyclo[1.1.1]pentan-1-yl (1-(4-(2,6-dioxopiperidin-3-yl)-3,5-difluorophenyl)azetidin-3-yl)carbamate